C(CCC)N1C(OCC1/C=C\1/C(N(C(C1)CC1=CC=CC=C1)C(=O)OC(C)(C)C)=O)(C)C butyl-(E)-4-((5-benzyl-1-(tert-butoxycarbonyl)-2-oxopyrrolidin-3-ylidene)methyl)-2,2-dimethyloxazolidine